ClC1=NC(=C(C=C1C(=O)Cl)Cl)Cl 2,5,6-trichloropyridine-3-carbonyl chloride